N-((R)-1-(5-(4-(((R)-1-cyanoethyl)amino)-6-(3-cyanopyrrolo[1,2-b]pyridazin-7-yl)pyridin-3-yl)-1,3,4-thiadiazol-2-yl)-3,3-difluoropiperidin-4-yl)acetamide C(#N)[C@@H](C)NC1=C(C=NC(=C1)C1=CC=C2N1N=CC(=C2)C#N)C2=NN=C(S2)N2CC([C@@H](CC2)NC(C)=O)(F)F